1,1-dimethylethyl 2-(hydroxymethyl)-7-azaspiro[3.5]nonane-7-carboxylate OCC1CC2(C1)CCN(CC2)C(=O)OC(C)(C)C